Methyl (S)-4-(1-(6-(trifluoromethyl)-1-(4-(trifluoromethyl)phenyl)-2,3-dihydro-1H-imidazo[1,2-b]pyrazole-7-carboxamido)ethyl)benzoate FC(C=1C(=C2N(N1)CCN2C2=CC=C(C=C2)C(F)(F)F)C(=O)N[C@@H](C)C2=CC=C(C(=O)OC)C=C2)(F)F